N-(adamantan-1-yl)-4-(((Z)-4-amino-2-fluorobut-2-en-1-yl)sulfonyl)benzamide hydrochloride Cl.C12(CC3CC(CC(C1)C3)C2)NC(C2=CC=C(C=C2)S(=O)(=O)C/C(=C/CN)/F)=O